C(C)(C)OC=CC 1-isopropoxypropene